ClP(C1=CC=C(C=C1)C1=CC=CC=C1)C1=CC=C(C=C1)C1=CC=CC=C1 chlorobis(4-phenylphenyl)phosphine